C(C)C1OC(OC1)(CC(=O)[O-])C Ethylmethyldioxolanacetat